(S)-6-(5-fluoro-3-oxo-3,4-dihydrospiro[benzo[b][1,4]oxazine-2,1'-cyclopropane]-7-yl)-3-methyl-3,4-dihydropyridine-1(2H)-carboxylic acid tert-butyl ester C(C)(C)(C)OC(=O)N1C[C@H](CC=C1C=1C=C(C2=C(OC3(CC3)C(N2)=O)C1)F)C